OC=1C(CCCC1)=O 2-hydroxy-2-cyclohexen-1-one